2-(triisopropylsilyl)-3H-imidazo[4,5-b]pyridin-6-ol C(C)(C)[Si](C1=NC=2C(=NC=C(C2)O)N1)(C(C)C)C(C)C